FC1=CC=C(C=C1)NC1=NC=C2C(=N1)N(N=C2)CC2=CC=C(C=C2)NC(C=C)=O N-(4-((6-((4-fluorophenyl)amino)-1H-pyrazolo[3,4-d]pyrimidin-1-yl)methyl)phenyl)acrylamide